CC1(CCC1)C(=O)[O-] 1-methyl-cyclobutane-1-carboxylate